methyl 3-((2-(1-cyclobutyl-1H-pyrazol-4-yl)-8-methoxy-2,3-dihydrobenzo[b][1,4]dioxin-6-yl) methyl)-3H-imidazo[4,5-b]pyridine-6-carboxylate C1(CCC1)N1N=CC(=C1)C1COC2=C(O1)C(=CC(=C2)CN2C=NC=1C2=NC=C(C1)C(=O)OC)OC